4-(heptafluoroisopropoxy)octafluorobutane FC(C(C(F)(F)F)(OC(C(C(C(F)(F)F)(F)F)(F)F)F)F)(F)F